BrC=1C=CC=C2C(C=CN(C12)C)P(OC)(OC)=O Dimethyl (8-bromo-1-methyl-1,4-dihydroquinolin-4-yl)phosphonate